((2-cyano-5-methyl-1-tosyl-1H-indol-7-yl)sulfonyl)-N-methylglycine C(#N)C=1N(C2=C(C=C(C=C2C1)C)S(=O)(=O)N(CC(=O)O)C)S(=O)(=O)C1=CC=C(C)C=C1